1-(5-(benzo[d]isoxazol-6-yl)-1-methyl-1H-pyrazol-3-yl)-3-(4-((4-methylpiperazin-1-yl)methyl)-3-(trifluoromethyl)phenyl)urea O1N=CC2=C1C=C(C=C2)C2=CC(=NN2C)NC(=O)NC2=CC(=C(C=C2)CN2CCN(CC2)C)C(F)(F)F